6-[[tert-butyl(dimethyl)silyl]oxymethyl]pyridine-3-carbaldehyde [Si](C)(C)(C(C)(C)C)OCC1=CC=C(C=N1)C=O